COC(=O)C1CN(CC1)C1=NC(=CC(=C1C#N)C(F)(F)F)C 1-[3-cyano-6-methyl-4-(trifluoromethyl)pyridin-2-yl]pyrrolidine-3-carboxylic acid methyl ester